(4-((tert-butyldimethylsilyl)oxy)phenyl)boronic acid [Si](C)(C)(C(C)(C)C)OC1=CC=C(C=C1)B(O)O